C(=O)(O)CC[N+](C)(C)CCOC(C(=C)C)=O N-(2-carboxyethyl)-N-methacryloxyethyl-N,N-dimethylammonium